C(C)N1C(C2=C3C(C(=CC=C13)NS(=O)(=O)CCCC)=CC=C2)=O N-(1-ethyl-2-oxo-1,2-dihydrobenzo[cd]indol-6-yl)butane-1-sulfonamide